CCCCCCCC/C=C\CCCCCCCC(=O)O[C@H](COC(=O)CCCC/C=C\C/C=C\C/C=C\C/C=C\CC)COP(=O)([O-])OCC[N+](C)(C)C 1-(6Z,9Z,12Z,15Z-octadecatetraenoyl)-2-(9Z-octadecenoyl)-glycero-3-phosphocholine